O=C(C(C(C(=O)O)([2H])[2H])([2H])[2H])N[C@@H](C(NCC1=C(C(=C(C(=C1[2H])[2H])[2H])[2H])[2H])=O)C (R,S)-4-oxo-4-((1-oxo-1-(((phenyl-d5)methyl)amino)propan-2-yl)amino)butanoic acid-2,2,3,3-d4